C1(CC1)C1=NC=NC(=C1C=1N=C(C2=C(N1)CCN(C2)C#N)SC)OC (4-cyclopropyl-6-methoxypyrimidin-5-yl)-4-(methylthio)-7,8-dihydropyrido[4,3-d]pyrimidine-6(5H)-carbonitrile